NC1=NNC2=C(C=C(C=C12)C1=CC(=NC=C1)C=1N=C(SC1)N)C#CC(C)(C)C (4-(3-amino-7-(3,3-dimethylbut-1-yn-1-yl)-1H-indazol-5-yl)pyridin-2-yl)thiazol-2-amine